FC(C(CN(CCC(C(=O)O)NC(C(C)(C1=CC=CC=C1)O)=O)CCCCC1=NC=2NCCCC2C=C1)OC)F 4-[[3,3-difluoro-2-methoxy-propyl]-[4-(5,6,7,8-tetrahydro-1,8-naphthyridin-2-yl)butyl]amino]-2-[[2-hydroxy-2-phenyl-propanoyl]amino]butanoic acid